C(CC(=O)O)[C@@H](C(=O)O)NC(=O)C(CC(=O)O)(CC(=O)O)O β-citryl-L-glutamate